tert-butyl (1R,5S)-3-[methyl-[6-[7-pyrazol-1-yl-1-(2-trimethylsilylethoxy methyl)indazol-4-yl]pyridazin-3-yl]amino]-8-azabicyclo[3.2.1]octane-8-carboxylate CN(C1C[C@H]2CC[C@@H](C1)N2C(=O)OC(C)(C)C)C=2N=NC(=CC2)C2=C1C=NN(C1=C(C=C2)N2N=CC=C2)COCC[Si](C)(C)C